2-amino-3-((2-((3-(benzyloxy)-3-oxopropyl)amino)ethyl)seleno)alanine NC(N)(C[Se]CCNCCC(=O)OCC1=CC=CC=C1)C(=O)O